n-butyl senecioate isoamyl-senecioate C(CC(C)C)OC(C=C(C)C)=O.C(C=C(C)C)(=O)OCCCC